C(CC)(=O)C(C(=O)O)CCCCCCCCCC propionyl-lauric acid